N2-((3S,4S)-4-methoxypyrrolidin-3-yl)-N4,5,7-trimethylpyrido[2,3-d]pyrimidine-2,4-diamine CO[C@@H]1[C@H](CNC1)NC=1N=C(C2=C(N1)N=C(C=C2C)C)NC